C1(=CC=CC=C1)S(=O)(=O)N([C@@H]1C[C@H](C1)C(=O)O)CCCOC1=C(C=CC(=C1)C(F)(F)F)C=1OC2=C(C=CC=C2C(C1)=O)Cl trans-3-[benzenesulfonyl-[3-[2-(8-chloro-4-oxo-chromen-2-yl)-5-(trifluoromethyl)phenoxy]propyl]amino]cyclobutanecarboxylic acid